{(1s)-1-Cyano-2-[4'-(methylsulfonyl)biphenyl-4-yl]ethyl}-1,4-oxazepane-2-carboxamide C(#N)[C@H](CC1=CC=C(C=C1)C1=CC=C(C=C1)S(=O)(=O)C)C1(OCCCNC1)C(=O)N